(3R,4S)-4-(propan-2-yl)oxolan-3-amine CC(C)[C@H]1[C@H](COC1)N